(1-benzyl-1,2,3,4-tetrahydro-1,5-naphthyridin-3-yl)methyl methanesulfonate CS(=O)(=O)OCC1CN(C2=CC=CN=C2C1)CC1=CC=CC=C1